C1(CC1)C([C@@H](C(=O)NC1=NC(=C(C=C1)C=1C(=NNC1C)C)F)NC(=O)C1=NON=C1C)C1CC1 N-[(1S)-1-(dicyclopropylmethyl)-2-[[5-(3,5-dimethyl-1H-pyrazol-4-yl)-6-fluoro-2-pyridyl]amino]-2-oxo-ethyl]-4-methyl-1,2,5-oxadiazole-3-carboxamide